tert-Butyl 4-[[(1R)-1-[3-amino-5-(trifluoromethyl)phenyl]ethyl]amino]-2-methyl-5,7-dihydropyrrolo[3,4-d]pyrimidine-6-carboxylate NC=1C=C(C=C(C1)C(F)(F)F)[C@@H](C)NC=1C2=C(N=C(N1)C)CN(C2)C(=O)OC(C)(C)C